S(N)(=O)(=O)C=1C=C(CNC(=O)C=2C=C3C(=NC2)NC=C3)C=CC1 N-(3-sulfamoylbenzyl)-1H-pyrrolo[2,3-b]pyridine-5-carboxamide